4-bromo-3-chloro-2-(trifluoromethyl)pyridine BrC1=C(C(=NC=C1)C(F)(F)F)Cl